NC1=NC=C(C#N)C(=C1)OC1(CC1)COC 6-amino-4-(1-(methoxymethyl)cyclopropoxy)nicotinonitrile